C(C)NCC(S)S ethyl-dimercaptoethylamine